BrC1=CC=C2C(=C(C=NC2=C1)C(=O)NOC1OCCCC1)Cl 7-bromo-4-chloro-N-((tetrahydro-2H-pyran-2-yl)oxy)quinoline-3-carboxamide